(R)-2-Methyl-5-((1-methylazetidin-2-yl)methoxy)benzoic acid CC1=C(C(=O)O)C=C(C=C1)OC[C@@H]1N(CC1)C